5-methyl-N-((3-methylpyridin-4-yl)methyl)-6-(3-(trifluoromethyl)-7,8-dihydro-1,6-naphthyridin-6(5H)-yl)pyridazine-3-carboxamide CC=1C=C(N=NC1N1CC=2C=C(C=NC2CC1)C(F)(F)F)C(=O)NCC1=C(C=NC=C1)C